benzyl 4-(1-(2,6-bis(benzyloxy)pyridin-3-yl)-2-oxo-1,2-dihydrobenzo[cd]indol-5-yl)-2,3,6,7-tetrahydro-1H-azepine-1-carboxylate C(C1=CC=CC=C1)OC1=NC(=CC=C1N1C(C2=C3C(C=CC=C13)=C(C=C2)C=2CCN(CCC2)C(=O)OCC2=CC=CC=C2)=O)OCC2=CC=CC=C2